COC1(CN(C1)CCCC)C(F)(F)F (R)-4-(3-methoxy-3-(trifluoromethyl)azetidin-1-yl)butane